C(C=C)(=O)N1CC(C1)N1C(NC2=CC(=CC=C2C1)Br)=O 3-(1-acryloylazetidin-3-yl)-7-bromo-3,4-dihydroquinazolin-2(1H)-one